N-(4-(hydroxycarbamoyl)benzyl)-N-(3-methyloxyphenyl)morpholine-4-carboxamide ONC(=O)C1=CC=C(CN(C(=O)N2CCOCC2)C2=CC(=CC=C2)OC)C=C1